FC1=CC(=C(C=C1)N1C(C(=CC=C1)C(=O)NC1=CC=C(C=C1)OCC(C)(C)O)=O)OCC(F)(F)F 1-[4-fluoro-2-(2,2,2-trifluoroethoxy)phenyl]-N-[4-(2-hydroxy-2-methylpropoxy)phenyl]-2-oxo-1,2-dihydropyridine-3-carboxamide